FC=1C=C2C(=C(/C(/C2=CC1)=C/C=1C=NC(=C(C1)C)OC1=CC=C(C=C1)F)C)CC(=O)O 2-[(1Z)-5-fluoro-1-{[6-(4-fluorophenoxy)-5-methylpyridin-3-yl]methylene}-2-methyl-1H-inden-3-yl]acetic acid